6-(2-(5-cyclopropyl-3-(2-(trifluoromethoxy)phenyl)isoxazol-4-yl)-1,3-dioxa-8-azaspiro[4.5]dec-8-yl)nicotinic acid C1(CC1)C1=C(C(=NO1)C1=C(C=CC=C1)OC(F)(F)F)C1OC2(CO1)CCN(CC2)C2=NC=C(C(=O)O)C=C2